FC(CCC[NH3+])(F)F trifluorobutyl-ammonium